[Si](C)(C)(C(C)(C)C)OCC1=CC(=NN1)C1=NC=C(C=C1)F 2-(5-(((tert-Butyldimethylsilyl)oxy)methyl)-1H-pyrazol-3-yl)-5-fluoropyridine